NC1=C(C=C(C=N1)C1=C(C=C(C=C1)C(=O)N1C(CNCC1)(C)C)C)OC(C)C1=C(C(=CC=C1Cl)F)Cl (4-{6-amino-5-[1-(2,6-dichloro-3-fluoro-phenyl)-ethoxy]-pyridin-3-yl}-3-methyl-phenyl)-(dimethyl-piperazin-1-yl)-methanone